6-(Tetrahydrofuran-2-yl)pyridazin-3-amine O1C(CCC1)C1=CC=C(N=N1)N